3-((5-(6-amino-9H-purin-9-yl)-4-hydroxytetrahydrofuran-2-yl)methoxy)-5-(hydroxymethyl)cyclopentane-1,2-diol NC1=C2N=CN(C2=NC=N1)C1C(CC(O1)COC1C(C(C(C1)CO)O)O)O